N1(CCOCC1)CCS(=O)(=O)O 2-(N-Morpholinyl)ethanesulfonic acid